BrC=1C=CC(=NC1)C1CCOCC1 5-bromo-2-(oxacyclohex-4-yl)pyridine